2-(((1S,4S,5S)-4-(4-(8-hydroxy-2-methyl-3-phenyloctan-2-yl)-2,6-dimethoxyphenyl)-6,6-dimethylbicyclo[3.1.1]hept-2-en-2-yl)methyl)isoindoline-1,3-dione OCCCCCC(C(C)(C)C1=CC(=C(C(=C1)OC)[C@H]1C=C([C@@H]2C([C@H]1C2)(C)C)CN2C(C1=CC=CC=C1C2=O)=O)OC)C2=CC=CC=C2